FC1CC(C1)(CC1=NN=CN1C)C=1C=C(C=CC1)NC(C1=NC(=CC=C1)C(F)(F)F)=O N-(3-((1R,3S)-3-fluoro-1-((4-methyl-4H-1,2,4-triazol-3-yl)methyl)cyclobutyl)-phenyl)-6-(trifluoromethyl)picolinamide